octyl-dodecanol myristate (Octyldodecyl-Myristate) C(CCCCCCC)C(C(=O)O)(CCCCCCCCCCCC)CCCCCCCCCCCC.C(CCCCCCCCCCCCC)(=O)O.C(CCCCCCC)C(CCCCCCCCCCC)O